TERT-BUTYL 3-(4-AMINO-3-(4-AMINO-3-FLUOROPHENYL)-1H-PYRAZOLO[3,4-D]PYRIMIDIN-1-YL)PIPERIDINE-1-CARBOXYLATE NC1=C2C(=NC=N1)N(N=C2C2=CC(=C(C=C2)N)F)C2CN(CCC2)C(=O)OC(C)(C)C